FC1=C(C=C(C=C1F)C1=C(C=CC2=CC=CC=C12)OC)C1=C(C=CC2=CC=CC=C12)OC 1,1'-(4,5-difluoro-1,3-phenylene)bis[2-methoxy-naphthalene]